CN(C1=NC(=NC2=C1N(C=1C=C(C=C(C21)F)F)CC2=CC=C(CP(OCC)(OCC)=O)C=C2)C(F)(F)F)C diethyl (4-((4-(dimethylamino)-7,9-difluoro-2-(trifluoromethyl)-5H-pyrimido[5,4-b]indol-5-yl)methyl)benzyl)phosphonate